(S)-2-cyclobutyl-5-(4-(4-(difluoromethyl)pyrazolo[1,5-a]pyridin-2-yl)-6,7-dihydro-1H-imidazo[4,5-c]pyridin-5(4H)-yl)-1,3,4-oxadiazole C1(CCC1)C=1OC(=NN1)N1[C@@H](C2=C(CC1)NC=N2)C2=NN1C(C(=CC=C1)C(F)F)=C2